(2S)-2-amino-5-[4-(trifluoro-methyl)phenyl]pentanoic acid N[C@H](C(=O)O)CCCC1=CC=C(C=C1)C(F)(F)F